C(C)(C)(C)OC(=O)N1C2(CN(CC1CC2)C(C2=CC=CC=C2)(C2=CC=CC=C2)C2=CC=CC=C2)CNC(=O)OCC2=CC=CC=C2.ClC=2C(=NC(=CC2)Cl)C(=O)NC(CO)C(C)C 3,6-Dichloro-N-(1-hydroxy-3-methylbutan-2-yl)picolinamide tert-butyl-1-((((benzyloxy)carbonyl)amino)methyl)-3-trityl-3,8-diazabicyclo[3.2.1]octane-8-carboxylate